BrC1=CC(=C(C=C1F)N1CCOCC1)C 4-(4-bromo-5-fluoro-2-methylphenyl)morpholine